3-(((6-chloro-2-(trifluoromethyl)quinolin-4-yl)amino)methyl)-3-(4-(difluoromethyl)-1H-pyrazol-1-yl)-N-(methyl-d3)azetidine-1-carboxamide ClC=1C=C2C(=CC(=NC2=CC1)C(F)(F)F)NCC1(CN(C1)C(=O)NC([2H])([2H])[2H])N1N=CC(=C1)C(F)F